C(C)(C)(C)C=1C=C(C=CC1)[C@H](C)NC(=O)C1=C(C=C2C(=CN(C2=C1)CC(C)C)CC=1C=C(OC(C(=O)OC)(C)C)C=CC1)F methyl (S)-2-(3-((6-((1-(3-(tert-butyl)phenyl)ethyl)carbamoyl)-5-fluoro-1-isobutyl-1H-indol-3-yl)methyl) phenoxy)-2-methylpropanoate